CN(C)CC1=C(C=CC(=N1)NC=1C=CC(=C2CNC(C12)=O)C1=CN=C2N1N=CC(=C2)C)[C@H]2COCC2 (S)-7-((6-((dimethyl-amino)methyl)-5-(tetrahydrofuran-3-yl)pyridin-2-yl)amino)-4-(7-methyl-imidazo[1,2-b]pyridazin-3-yl)isoindolin-1-one